C(C1=CC=CC=C1)OC1=CC2=C(N(C(=N2)C2=C(C=CC=C2)F)CC2=CC=C(C=C2)Cl)C=C1 5-(Benzyloxy)-1-(4-Chlorobenzyl)-2-(2-fluorophenyl)-1H-Benzo[d]imidazole